CC1(NC2=C3N=C(C=C(C3=CC=C2C(=C1)C1=CC=CC=C1)C1=CC=CC=C1)C)CO 2,9-dimethyl-4,7-diphenyl-1,10-phenanthrolinemethanol